OC(C(=S)N)CCC hydroxy-4-methylthiobutanamide